ClCC(/C(/C(=O)OCC)=N/NC1=CC=C(C=C1)OC)=O Ethyl (Z)-4-chloro-2-(2-(4-methoxyphenyl)hydrazineylidene)-3-oxobutanoate